Cl.FC1=C(C(=CC(=C1)F)NC1=C(C=C(C=C1)I)F)C(=O)N1CC(C1)N 1-({2,4-difluoro-6-[(2-fluoro-4-iodophenyl)amino]Phenyl}carbonyl)azetidin-3-amine hydrochloride